tetrafluoroiodoboron FI([B])(F)(F)F